ClCC1=NC2=C(N1CC=1OC=CN1)C=C(C=C2)C(=O)OC(C)(C)C tert-Butyl 2-(chloromethyl)-1-(1,3-oxazol-2-ylmethyl)-1H-benzimidazole-6-carboxylate